L-ornithine HCl Cl.N[C@@H](CCCN)C(=O)O